2-AMINO-4-FLUOROBENZALDEHYDE NC1=C(C=O)C=CC(=C1)F